C1(CC1)N1C(C(=CC=C1)NC(=O)C1=CC=2C(N=C1OC(C)C)=NN(C2)C2COCCC2)=O N-(1-cyclopropyl-2-oxo-1,2-dihydropyridin-3-yl)-6-isopropoxy-2-(tetrahydro-2H-pyran-3-yl)-2H-pyrazolo[3,4-b]pyridine-5-carboxamide